CC(=O)NC1=C(C=CN=C1)C=O N-(4-FORMYLPYRIDIN-3-YL)ACETAMIDE